C[C@@H]1N([C@@H](CC1)C)C1=NC(=CC=C1C(=O)NS(=O)(=O)C=1C(NC=CC1)=O)C1=C(C=CC(=C1)OCC(C)C)F 2-[(2S,5R)-2,5-Dimethylpyrrolidin-1-yl]-6-(2-fluoro-5-isobutoxyphenyl)-N-[(2-oxo-1H-pyridin-3-yl)sulfonyl]pyridin-3-carboxamid